(1H-pyrrolo[2,3-b]pyridin-5-yl)oxy-4-(2-oxo-7-azaspiro[3.5]nonan-7-yl)benzoate N1C=CC=2C1=NC=C(C2)OC2=C(C(=O)[O-])C=CC(=C2)N2CCC1(CC(C1)=O)CC2